C1=CC=CC=2C3=CC=CC=C3C(C12)CN(C(O)=O)CCCCN1CCS(C2=C(C1=O)SC(=C2)I)(=O)=O.CC(C)(C)S(=O)N 2-Methyl-propane-2-sulfinamide (9H-fluoren-9-yl)methyl-(4-(7-iodo-1,1-dioxido-5-oxo-2,3-dihydrothieno[2,3-f][1,4]thiazepin-4(5H)-yl)butyl)carbamate